N-[3-chloro-4-(piperazine-1-carbonyl)phenyl]-5-[1-(5-methoxy-2-pyridyl)-3-(trifluoromethyl)pyrazol-4-yl]-1-methyl-imidazole-2-carboxamide ClC=1C=C(C=CC1C(=O)N1CCNCC1)NC(=O)C=1N(C(=CN1)C=1C(=NN(C1)C1=NC=C(C=C1)OC)C(F)(F)F)C